C(=O)(O)CC1CC(C1)N(CCCCCCCCC(=O)O)C(=O)N1CCN(CCC1)CC 9-{[(1r,3r)-3-(carboxymethyl)cyclobutyl](4-ethyl-1,4-diazepane-1-carbonyl)amino}nonanoic acid